[Cl-].[Cl-].C1(=CC(=CC=C1)C(=[Zr+2](C1=CC(=CC=2C3=CC(=CC=C3CC12)C(C)(C)C)C(C)(C)C)C1C=CC=C1)C=1C=C(C=CC1)C)C di(m-tolyl)methylene(cyclopentadienyl)(3,6-ditert-butylfluorenyl)zirconium dichloride